t-Butyl-(4-(((2R,5S)-3-(4-cyano-3-(trifluoromethyl)phenyl)-2-(trifluoromethyl)oxazolidin-5-yl)methoxy)benzyl)carbamat C(C)(C)(C)OC(NCC1=CC=C(C=C1)OC[C@@H]1CN([C@H](O1)C(F)(F)F)C1=CC(=C(C=C1)C#N)C(F)(F)F)=O